C(C)(C)(C)[Si](OCCN1C[C@@H](CCC1)CN1N=CC(=C1)C=1C=C(C=2N(C1)N=CC2C#N)SC(C)C)(C)C 6-[1-[[(3R)-1-[2-[tert-butyl-(dimethyl)silyl]oxyethyl]-3-piperidyl]methyl]pyrazol-4-yl]-4-isopropylsulfanyl-pyrazolo[1,5-a]pyridine-3-carbonitrile